NC1=C(C(=NC=N1)C=1C(=C(C=C(C1)F)NC(C1=C(C=C(C=C1)C1CC1)F)=O)C)OCCN(C(C#CC)=O)C N-(3-(6-Amino-5-(2-(N-methylbut-2-ynamido)ethoxy)pyrimidin-4-yl)-5-fluoro-2-methylphenyl)-4-cyclopropyl-2-fluorobenzamide